FC1=NC=CC(=C1)CNC(OC(C)(C)C)=O Tert-Butyl ((2-fluoropyridin-4-yl)methyl)carbamate